2-(3-aminophenyl)-5-aminobenzimidazole NC=1C=C(C=CC1)C=1NC2=C(N1)C=CC(=C2)N